2,5-dioxopyrrolidin-1-yl 9H-fluoren-9-ylmethyl carbonate C(ON1C(CCC1=O)=O)(OCC1C2=CC=CC=C2C=2C=CC=CC12)=O